P(=O)(OC(C)(C)C)(OC(C)(C)C)O[C@H](CC)C1=NC=C(C(=C1)C)C=1C=2N(C3=CC(=NC=C3C1)NC(=O)[C@@H]1[C@@H](C1)F)N=CN2 di-tert-butyl ((R)-1-(5-(8-((1R,2R)-2-fluorocyclopropane-1-carboxamido)-[1,2,4]triazolo[1,5-a][1,6]naphthyridin-4-yl)-4-methylpyridin-2-yl)propyl) phosphate